4-methyl-1,2,5-thiadiazole-3-carboxylic acid CC=1C(=NSN1)C(=O)O